2-methyl-7-(6-(methyl(2,2,6,6-tetramethylpiperidin-4-yl)amino)pyridazin-3-yl)quinolin-6-ol CC1=NC2=CC(=C(C=C2C=C1)O)C=1N=NC(=CC1)N(C1CC(NC(C1)(C)C)(C)C)C